(4-fluorophenyl)hydrazine FC1=CC=C(C=C1)NN